OC(C(C(=O)O)O)C(=O)O dihydroxysuccinic acid